1-(3-fluoro-7-methoxy-1-methyl-9H-pyrido[3,4-b]indol-9-yl)-N,N-dimethylpropan-2-amine FC1=CC2=C(N(C3=CC(=CC=C23)OC)CC(C)N(C)C)C(=N1)C